((4-fluorophenyl-2,3,5,6-d4)ethynyl)trimethylsilane ethyl-(E)-3-(3,4-bis(difluoromethoxy)phenyl)-2-butenoate C(C)OC(\C=C(/C)\C1=CC(=C(C=C1)OC(F)F)OC(F)F)=O.FC1=C(C(=C(C(=C1[2H])[2H])C#C[Si](C)(C)C)[2H])[2H]